CC1CC2=CC(=CC(=C2C1)C1=CC(=NC=C1)C(=O)NC1=C2C(CC(C2=CC=C1)(C)C)CC)C 4-(2,6-dimethyl-indan-4-yl)-N-[3-ethyl-1,1-dimethyl-indan-4-yl]pyridine-carboxamide